3-(3-Phenylpropyl)-5-[(2S)-1-trifluoroacetylpyrrolidin-2-yl]-1,2,4-oxadiazole C1(=CC=CC=C1)CCCC1=NOC(=N1)[C@H]1N(CCC1)C(C(F)(F)F)=O